N1(CCCCC1)C1=NC=C(C=N1)OC1=CN=C(S1)C1(CCC1)C(=O)N (5-((2-(piperidin-1-yl)pyrimidin-5-yl)oxy)thiazoL-2-yl)cyclobutane-1-carboxamide